C(CCCCCCCCCCCCCCCCCCCCC)NCCC behenyl-propyl-amine